FC1=CC=C(CC=2C(=NC=C(C2)C2CCN(CC2)C)NCC2=CC=C(C=C2)OCC(C)C)C=C1 3-(4-fluorobenzyl)-N-(4-isobutoxybenzyl)-5-(1-methylpiperidin-4-yl)pyridin-2-amine